F[B-](F)(F)F.ClC=1C=CC2=C(N(N=N2)OC(=[N+](C)C)N(C)C)C1 O-(6-chlorobenzotriazol-1-yl)-1,1,3,3-tetramethyluronium tetrafluoroborate